[N-](S(=O)(=O)C(F)(F)F)S(=O)(=O)C(F)(F)F.C(CCC)[N+](C)(CCCC)CCCC Tributyl-methyl-ammonium bis(trifluoromethanesulfonyl)imide salt